FC=1C=C(CC=2NC(=NN2)C(=O)NC2=NC=CC(=C2)C2=C(C=CC(=C2)OCCCC(C)(C)O)C)C=CC1F 5-(3,4-difluorobenzyl)-N-(4-(5-((4-hydroxy-4-methylpentyl)oxy)-2-methylphenyl)pyridin-2-yl)-4H-1,2,4-triazole-3-carboxamide